COCN1N(C(C(=C1C)C)C)C 1-methoxymethyl-2,3,4,5-tetramethylpyrazole